4-pentylcyclohexane-carboxylic acid C(CCCC)C1CCC(CC1)C(=O)O